C(C)N(CC)CCOC(CCCCC(=O)[O-])=O N,N-diethylaminoethyladipate